NCC1=NNC(C2=CC=C(C=C12)C=1C=NN(C1C1=CC=2C(=NON2)C=C1)C)=O 4-(Aminomethyl)-6-(5-(benzo[c][1,2,5]oxadiazol-5-yl)-1-methyl-1H-pyrazol-4-yl)phthalazin-1(2H)-one